COC1=C(C#N)C=C(C=C1)CN1C2CCC1CC=1N=CN=CC12 2-methoxy-5-((6,7,8,9-tetrahydro-5H-5,8-epiminocyclohepta[d]pyrimidin-10-yl)methyl)-benzonitrile